(2S,4r)-N-[3-[(1-benzyl-4-piperidinyl)oxy]propyl]-1-[(2S)-2-(4-cyclopropyltriazol-1-yl)-3,3-dimethyl-butyryl]-4-hydroxy-pyrrolidine-2-carboxamide C(C1=CC=CC=C1)N1CCC(CC1)OCCCNC(=O)[C@H]1N(C[C@@H](C1)O)C([C@H](C(C)(C)C)N1N=NC(=C1)C1CC1)=O